22-(tert-butoxycarbonyl)-43,43-dimethyl-10,19,24,41-tetraoxo-3,6,12,15,42-pentaoxa-9,18,23-triazatetratetracontanoic acid C(C)(C)(C)OC(=O)C(CCC(NCCOCCOCC(NCCOCCOCC(=O)O)=O)=O)NC(CCCCCCCCCCCCCCCCC(OC(C)(C)C)=O)=O